2-(2-((5-(3-(aminomethyl)phenyl)-6-methylbenzofuran-3-yl)methoxy)phenyl)acetic acid NCC=1C=C(C=CC1)C=1C(=CC2=C(C(=CO2)COC2=C(C=CC=C2)CC(=O)O)C1)C